tert-butyl-[[(1R)-1-[5-fluoro-2-(hydroxymethyl)-1-(2-trimethylsilylethoxymethyl)pyrrolo[2,3-b]pyridin-6-yl]ethyl]amino]-oxido-sulfonium C(C)(C)(C)[S+]([O-])N[C@H](C)C1=C(C=C2C(=N1)N(C(=C2)CO)COCC[Si](C)(C)C)F